C(#N)C=1C=C(C=CC1)C1COC2=C1C=C(C=C2C(=O)NC)C(=O)NC2CC2 3-(3-Cyanophenyl)-N5-cyclopropyl-N7-methyl-2,3-dihydrobenzofuran-5,7-dicarboxamid